3-(2-methoxy-4,6-dimethylphenyl)-7-(1-methylpiperidin-3-yl)-5H-pyrrolo[3,2-c]pyridazine COC1=C(C(=CC(=C1)C)C)C1=CC2=C(N=N1)C(=CN2)C2CN(CCC2)C